NC=1C=C2C(=NN(C2=CC1)CC(=O)N([C@@H](CO)C)CC(=O)N[C@@H](CO)C1=C(C(=CC=C1)Cl)F)C(=O)N 5-amino-1-(2-((2-((R)-1-(3-chloro-2-fluorophenyl)-2-hydroxyethylamino)-2-oxoethyl)((R)-1-hydroxypropan-2-yl)amino)-2-oxoethyl)-1H-indazole-3-carboxamide